1-[[5-[Bis[(4-methoxyphenyl)methyl]amino]-6-methyl-1-(2-trimethylsilylethoxymethyl)pyrrolo[3,2-b]pyridin-2-yl]methyl]-6-bromo-pyridin-2-one COC1=CC=C(C=C1)CN(C1=C(C=C2C(=N1)C=C(N2COCC[Si](C)(C)C)CN2C(C=CC=C2Br)=O)C)CC2=CC=C(C=C2)OC